N1CC[C@@H](C12CCOCC2)C2=CC=1C(=NC=CC1NC=1C(=CC3=C(N=CS3)C1F)F)S2 (S)-N-(2-(8-oxa-1-azaspiro[4.5]decan-4-yl)thieno[2,3-b]pyridin-4-yl)-4,6-difluorobenzo[d]thiazol-5-amine